OCCCCNCCNC(=O)OC(C)(C)C (4-hydroxybutyl)-N-(tert-butoxycarbonyl)ethylenediamine